CSC(=S)NN=C1C(N(C2=CC=C(C=C12)OC)CC=C)=O (5-methoxy-1-allyl-2-oxoindolin-3-ylidene)hydrazinodithio-carboxylic acid methyl ester